ClC1=C(C=CC=C1)C(CC1=C(C=CC=C1)[N+](=O)[O-])O 1-(2-chlorophenyl)-2-(2-nitrophenyl)ethan-1-ol